NC([C@H](C[C@H]1C(NCCC1)=O)NC([C@H](CC1CC1)NC(=O)C=1NC2=C(C=CC(=C2C1)F)Br)=O)=O N-[(1S)-2-[[(1S)-2-amino-2-oxo-1-[[(3S)-2-oxo-3-piperidyl]methyl]ethyl]amino]-1-(cyclopropylmethyl)-2-oxo-ethyl]-7-bromo-4-fluoro-1H-indole-2-carboxamide